7-[2-cyano-3-[[ethyl(methyl)sulfamoyl]amino]-6-fluoro-phenoxy]-2-(2,8-diazaspiro[4.5]decan-2-yl)quinoxaline C(#N)C1=C(OC2=CC=C3N=CC(=NC3=C2)N2CC3(CC2)CCNCC3)C(=CC=C1NS(N(C)CC)(=O)=O)F